C(C)(C)(C)OC(=O)N1CC(CC1)N(C)C1CC1 3-(cyclopropyl-(methyl)amino)pyrrolidine-1-carboxylic acid tert-butyl ester